ONC(C=1C(O)=CC=CC1)=O N-hydroxysalicylamide